N(=[N+]=[N-])CCOC=1C=C(C=CC1)C=1C(=C2C(=NC(=NN2C1)C=1N(C=CN1)C)Cl)C1=CC=CC=C1 6-(3-(2-Azidoethoxy)phenyl)-4-chloro-2-(1-methyl-1H-imidazol-2-yl)-5-phenylpyrrolo[2,1-f][1,2,4]triazine